1-(4-methylbenzene-1-sulfonyl)-N-[(3-methyl-1,2,4-oxadiazol-5-yl)methyl]-1H-pyrazole-3-carboxamide CC1=CC=C(C=C1)S(=O)(=O)N1N=C(C=C1)C(=O)NCC1=NC(=NO1)C